N-(3-chloro-5-(methylsulfonamido)phenyl)-4-(3-((3,5-difluorobenzyl)oxy)-5-fluoropyridin-2-yl)-5-methoxythiophene-2-carboxamide ClC=1C=C(C=C(C1)NS(=O)(=O)C)NC(=O)C=1SC(=C(C1)C1=NC=C(C=C1OCC1=CC(=CC(=C1)F)F)F)OC